O1[C@H](COCC1)COC1=NN(C2=NC=C(C=C21)Br)CC2=CC=C(C=C2)OC (R)-3-((1,4-dioxan-2-yl)methoxy)-5-bromo-1-(4-methoxybenzyl)-1H-pyrazolo[3,4-b]pyridine